seleno-diacetic acid [Se](CC(=O)O)CC(=O)O